FC1=C(C=C(C=C1)N1CCN(CC1)CCOC=1C=C(C#N)C=CC1)Cl 3-(2-(4-(4-fluoro-3-chlorophenyl)piperazin-1-yl)ethoxy)benzonitrile